CSC1=CC=C(C=C1)C(C(C)(C)N1CCOCC1)=O 4'-(Methylthio)-α-morpholino-α-methylpropiophenone